(2S)-2-(3-chloro-2-methyl-phenyl)pyrrolidine hydrochloride Cl.ClC=1C(=C(C=CC1)[C@H]1NCCC1)C